C1(=CC=CC=C1)[C@H]1[C@@H](C1)NC(=O)NCC1=CC(=NC=C1)OCC(F)(F)F 1-[(1R,2S)-2-phenylcyclopropyl]-3-[[2-(2,2,2-trifluoroethoxy)pyridin-4-yl]methyl]urea